trans-2-[2-(3-fluorophenoxy)acetyl]-N'-[[(3S)-2-oxopyrrolidin-3-yl]methyl]-3,3a,4,5,6,6a-hexahydro-1H-cyclopenta[c]pyrrole-3-carbohydrazide FC=1C=C(OCC(=O)N2CC3C(C2C(=O)NNC[C@H]2C(NCC2)=O)CCC3)C=CC1